C(CCC)NC1=NN2C(C(=N1)N)=NC=C2 N2-butylimidazo[2,1-f][1,2,4]triazine-2,4-diamine